FC=1C=C(OC=2C=C3C(=NNC3=CC2)\C=C\C2=NC=CC=C2)C=C(C1)F (E)-5-(3,5-Difluorophenoxy)-3-(2-(pyridin-2-yl)vinyl)-1H-indazole